4-(2-((2-Methylquinazolin-4-yl)oxy)ethyl)thiomorpholine 1,1-dioxide hydrochloride Cl.CC1=NC2=CC=CC=C2C(=N1)OCCN1CCS(CC1)(=O)=O